C(C)(C)(C)OC(=O)N1CCC(CC1)CN1CCN(CC1)C1=CC(=CC=C1)NC1C(NC(CC1)=O)=O 4-((4-(3-((2,6-dioxopiperidin-3-yl)amino)phenyl)piperazin-1-yl)methyl)piperidine-1-carboxylic acid tert-butyl ester